CC1=NNC(=C1C1=CC(=C(C=C1)NC1=CC=NC2=CC(=CC=C12)C)OC)C N-(4-(3,5-dimethyl-1H-pyrazol-4-yl)-2-methoxyphenyl)-7-methylquinolin-4-amine